C1(CC1)N(C(OC(C)(C)C)=O)[C@H]1CN(CC1)C1=NC=C(N=C1)C(NC=1C=C(C=2N(C1)C=C(N2)C)OC)=O tert-Butyl N-cyclopropyl-N-[(3R)-1-[5-[(8-methoxy-2-methyl-imidazo[1,2-a]pyridin-6-yl)carbamoyl]pyrazin-2-yl]pyrrolidin-3-yl]carbamate